5-[[2-[(2R,5S)-5-methyl-2-(5-methyl-2-pyridyl)-1-piperidyl]-2-oxo-acetyl]amino]pyridine-3-carboxamide C[C@H]1CC[C@@H](N(C1)C(C(=O)NC=1C=C(C=NC1)C(=O)N)=O)C1=NC=C(C=C1)C